ClC=1C(=CC(=NC1)OC)C1=CC(=NN1)C(=O)N1[C@@H](CC([C@H](C1)C)C(=O)NCC1=CC(=CC=C1)Cl)C (2r,5r)-1-(5-(5-chloro-2-methoxypyridin-4-yl)-1H-pyrazole-3-carbonyl)-N-(3-chlorobenzyl)-2,5-dimethylpiperidine-4-carboxamide